N-(3-chlorophenyl)-9-(1-isopropyl-1,2,3,6-tetrahydropyridin-4-yl)-1-methyl-6,7-dihydro-5H-benzo[c][1,2,3]triazolo[1,5-a]azepin-7-amine 2,2,2-trifluoroacetate FC(C(=O)O)(F)F.ClC=1C=C(C=CC1)NC1C2=C(C=3N(CC1)N=NC3C)C=CC(=C2)C=2CCN(CC2)C(C)C